1-(3-(2-((1-methyl-1H-pyrazol-4-yl)amino)pyrimidin-4-yl)-8-azabicyclo[3.2.1]oct-2-ene-8-carbonyl)azetidine-3-carbonitrile CN1N=CC(=C1)NC1=NC=CC(=N1)C1=CC2CCC(C1)N2C(=O)N2CC(C2)C#N